C1(CC1)C1=CC=C(C=C1)C(=O)N1[C@@H](C=2N(CC1)C(=NN2)C2=NC(=NS2)C)C (R)-(4-cyclopropylphenyl)(8-methyl-3-(3-methyl-1,2,4-thiadiazol-5-yl)-5,6-dihydro-[1,2,4]triazolo[4,3-a]pyrazin-7(8H)-yl)methanone